methyl 4-(5-hydroxy-3-methyl-4-((tosyloxy) methyl) pent-1-yn-1-yl)-2-methoxybenzoate OCC(C(C#CC1=CC(=C(C(=O)OC)C=C1)OC)C)COS(=O)(=O)C1=CC=C(C)C=C1